C1(CC1)C(CN1N=CC2=NC=C(C=C21)C2=CC(=C(C=C2)F)OC(F)F)=O Cyclopropyl-2-[6-[3-(difluoromethoxy)-4-fluoro-phenyl]pyrazolo[4,3-b]pyridin-1-yl]ethanone